6-((Endo)-3-amino-8-azabicyclo[3.2.1]octan-8-yl)-3-(2,3-dichlorophenyl)-1H-pyrazolo[3,4-d]pyrimidine-4-carboxamide NC1CC2CCC(C1)N2C2=NC(=C1C(=N2)NN=C1C1=C(C(=CC=C1)Cl)Cl)C(=O)N